O=C1NCC2C1CN(CC2)C(=O)OC(C)(C)C tert-butyl 3-oxo-2,3a,4,6,7,7a-hexahydro-1H-pyrrolo[3,4-c]pyridine-5-carboxylate